BrC=1C(=C2C(=NC1)NC(=N2)C2=C(N(C(=C2)C)C2=C(C=CC=C2)Cl)C)NC=2C=C(C=CC2)S(=O)(=O)N 3-((6-bromo-2-(1-(2-chlorophenyl)-2,5-dimethyl-1H-pyrrol-3-yl)-3H-imidazo[4,5-b]pyridin-7-yl)amino)benzenesulfonamide